ClC1=CC=C(C=C1)C=CN(C1=CC=CC=C1)C1=CC=CC=C1 N-(2-(4-chlorophenyl)-vinyl)-N,N-diphenylamine